N=1C=CN2N=C(C=CC21)C2=CNC=1N=C(N=C(C12)NC)NC1CCC(CC1)(O)C (1s,4s)-4-((5-(imidazo[1,2-b]pyridazin-6-yl)-4-(methylamino)-7H-pyrrolo[2,3-d]pyrimidin-2-yl)amino)-1-methylcyclohexan-1-ol